8-((4-(Cyclobutanecarbonyl)piperazin-1-yl)methyl)-5,7-dihydroxy-2-(4-hydroxyphenyl)-4H-benzopyran-4-one C1(CCC1)C(=O)N1CCN(CC1)CC1=C(C=C(C=2C(C=C(OC21)C2=CC=C(C=C2)O)=O)O)O